4-hydroxymethylbenzene OCC1=CC=CC=C1